(2R,3aS,6S,6aR)-6-((2-amino-3-bromoquinolin-7-yl)oxy)-2-(4-amino-5-methyl-7H-pyrrolo[2,3-d]pyrimidin-7-yl)hexahydro-3aH-cyclopenta[b]furan-3,3a-diol NC1=NC2=CC(=CC=C2C=C1Br)O[C@H]1CC[C@]2([C@@H]1O[C@H](C2O)N2C=C(C1=C2N=CN=C1N)C)O